C(C)(C)(C)OC(=O)N1N=C(C=C1C)C1=NN2C(N=C(C=C2N2CCOCC2)N2N=C(C=C2)C=2C=C(C=CC2)C)=C1 5-methyl-3-(7-morpholino-5-(3-(m-tolyl)-1H-pyrazol-1-yl)pyrazolo[1,5-a]pyrimidin-2-yl)-1H-pyrazole-1-carboxylic acid tert-butyl ester